FC1=C(C(=O)Cl)C(=C(C(=C1F)F)F)F 2,3,4,5,6-pentafluorobenzoyl chloride